C(#N)C1=C(C=CC=C1NC(=O)C=1SC=2CNCCC2N1)C1=CC=CC=C1 N-(2-Cyanobiphenyl-3-yl)-4,5,6,7-tetrahydro[1,3]thiazolo[5,4-c]pyridine-2-carboxamide